COC(=O)[C@H]1NN(CCC1)C([C@H](CC1=CC(=CC(=C1)B1OC(C(O1)(C)C)(C)C)F)NC(=O)OC(C)(C)C)=O (3S)-1-{(2S)-2-(tert-Butoxycarbonyl)amino-3-[3-fluoro-5-(4,4,5,5-tetramethyl-1,3,2-dioxaborolan-2-yl)phenyl]propanoyl}-1,2-diazacyclohexane-3-carboxylic acid methyl ester